2,5-bis(4-dimethylaminophenyl)-1,3,4-oxadiazole CN(C1=CC=C(C=C1)C=1OC(=NN1)C1=CC=C(C=C1)N(C)C)C